chloro(hydrido)-ruthenium Cl[RuH]